2-fluoro-4-(2-(((1r,4r)-4-((2-fluoro-ethyl)(methyl)amino)-cyclohexyl)amino-8-isopropyl-7-oxo-7,8-dihydropteridin-6-yl)-phenyl)-1-phenyl-methanesulfonamide FC1=C(C=CC(=C1)C1=C(C=CC=C1)C1=NC=2C=NC(=NC2N(C1=O)C(C)C)NC1CCC(CC1)N(C)CCF)CS(=O)(=O)N